3,5-diaminocatechol NC1=C(C(O)=CC(=C1)N)O